CC1C2C(OC1=O)CC(CC2)C perhydro-3,6-dimethyl-2-benzo[b]furanone